O=C1NC(CCC1C1=NN(C2=C(C(=CC=C12)N1CCC(CC1)[C@@H](C)N1CCC2(CCN(CC2)C(=O)OC(C)(C)C)CC1)F)C)=O tert-butyl 9-((1R)-1-(1-(3-(2,6-dioxopiperidin-3-yl)-7-fluoro-1-methyl-1H-indazol-6-yl)piperidin-4-yl)ethyl)-3,9-diazaspiro[5.5]undecane-3-carboxylate